11-tert-Butyl 5-methyl 5,6,9,10-tetrahydro-4H-[1,2]oxazolo[3,4-c]pyrido[4',3':3,4]pyrazolo-[1,5-a]azepine-5,11(12H)-dicarboxylate N=1OC=C2C1C=1N(CC(C2)C(=O)OC)N=C2C1CN(CC2)C(=O)OC(C)(C)C